ethyl (1S,3S,5S)-2-((9,9-difluoro-9H-fluorene-3-carbonyl)glycyl)-5-methyl-2-azabicyclo[3.1.0]hexane-3-carboxylate FC1(C2=CC=CC=C2C=2C=C(C=CC12)C(=O)NCC(=O)N1[C@H]2C[C@]2(C[C@H]1C(=O)OCC)C)F